N[C@@H]1[C@@H](CCCC1)C1=CC2=NC(=CC(=C2S1)NCC=1SC=CC1)Cl 2-((1R,2S)-2-aminocyclohexyl)-5-chloro-N-(thiophen-2-ylmethyl)thieno[3,2-b]pyridin-7-amine